BrC1=NC=C2C(=C(C=NC2=C1F)[N+](=O)[O-])N1[C@@H]2CCN([C@@H]2C1)C(=O)OC(C)(C)C tert-butyl (1R,5R)-6-(7-bromo-8-fluoro-3-nitro-1,6-naphthyridin-4-yl)-2,6-diazabicyclo[3.2.0]heptane-2-carboxylate